5-(1-((5-(5-(difluoromethyl)-1,3,4-oxadiazol-2-yl)pyrimidin-2-yl)methyl)-1H-tetrazol-5-yl)-1-methyl-1H-benzo[d]imidazol-2-amine FC(C1=NN=C(O1)C=1C=NC(=NC1)CN1N=NN=C1C1=CC2=C(N(C(=N2)N)C)C=C1)F